O=C([C@H](C)NC(C)=O)N1CCN(CC1)C1=CC(=CC=C1)OC(F)(F)F (S)-N-(1-oxo-1-(4-(3-(trifluoromethoxy)phenyl)piperazin-1-yl)propan-2-yl)acetamide